5-(4-fluoro-2-methylphenyl)-1,3,3,7-tetramethyloctahydrobenzo[c]isoxazole FC1=CC(=C(C=C1)C1CC2C(N(OC2(C)C)C)C(C1)C)C